2-bromo-4-(4-methoxybutyl)-6,7-dihydropyrazolo[1,5-a]pyrazine BrC1=NN2C(C(=NCC2)CCCCOC)=C1